(2R,4R)-1-(3-chloro-2-fluorobenzyl)-4-((5-fluoro-6-(1-hydroxy-cyclobutyl)-2-((5-methyl-1H-pyrazol-3-yl)amino)pyrimidin-4-yl)-methyl)-2-methylpiperidine ClC=1C(=C(CN2[C@@H](C[C@@H](CC2)CC2=NC(=NC(=C2F)C2(CCC2)O)NC2=NNC(=C2)C)C)C=CC1)F